4-Chloro-5-(4-(difluoromethoxy)-6-(((S*)-1,1,1-trifluoropentan-3-yl)amino)pyridin-3-yl)-1-ethyl-N-(((1s,4R)-1-hydroxy-4-(methylsulfonyl)cyclohexyl)methyl)-1H-pyrazole-3-carboxamide ClC=1C(=NN(C1C=1C=NC(=CC1OC(F)F)N[C@H](CC(F)(F)F)CC)CC)C(=O)NCC1(CCC(CC1)S(=O)(=O)C)O |o1:17|